ClC1=CC(=C(C=C1)C1=C(C=CC(=N1)NS(=O)(=O)C1=CC=CC=C1)C1=CC(=CC=C1)OC(F)(F)F)C(C)C N-(6-(4-chloro-2-isopropylphenyl)-5-(3-(trifluoromethoxy)phenyl)pyridin-2-yl)benzenesulfonamide